NC1=C(C(=NN1C(C)C)C1=CC=C(C=C1)CC(NC1=NOC(=C1)C1CC12CCC2)=O)C(=O)N 5-Amino-1-isopropyl-3-[4-[2-oxo-2-[[5-[spiro[2.3]hexan-2-yl]isoxazol-3-yl]amino]ethyl]phenyl]pyrazole-4-carboxamide